CC1C(N(CCCC1)C)(C)C tetramethylazepane